5-(3-fluorophenyl)pyridine-3,4-diamine FC=1C=C(C=CC1)C=1C(=C(C=NC1)N)N